N-(3-chloro-4-fluorophenyl)-N-methyl-3-(4-methyl-1,4-diazepane-1-carbonyl)-1-(6-methyl-4-(trifluoromethyl)pyridin-2-yl)-4,5-dihydro-1H-pyrazole-5-carboxamide ClC=1C=C(C=CC1F)N(C(=O)C1CC(=NN1C1=NC(=CC(=C1)C(F)(F)F)C)C(=O)N1CCN(CCC1)C)C